(4-(1-hydroxypropyl)thiazol-2-yl)(1H-indol-yl)methanone OC(CC)C=1N=C(SC1)C(=O)N1C=CC2=CC=CC=C12